4-((1R,5R)-2-acryloyl-2,6-diazabicyclo[3.2.0]heptan-6-yl)-7-(8-ethynyl-7-fluoronaphthalen-1-yl)-8-fluoro-1,6-naphthyridine-3-carbonitrile C(C=C)(=O)N1[C@@H]2CN([C@@H]2CC1)C1=C(C=NC2=C(C(=NC=C12)C1=CC=CC2=CC=C(C(=C12)C#C)F)F)C#N